C(C)(=O)OC1CC2(C3CCC4CC(CCC4(C3CCC2(C1C=1COC(C1)=O)C)C)NC(=O)N1CCN(CC1)C)O 14-hydroxy-10,13-dimethyl-3-(4-methylpiperazine-1-carboxamido)-17-(5-oxo-2,5-dihydrofuran-3-yl)hexadecahydro-1H-cyclopenta[a]phenanthren-16-yl acetate